3-[3-[[4-(methylamino)-1-piperidyl]methyl]anilino]piperidine-2,6-dione CNC1CCN(CC1)CC=1C=C(NC2C(NC(CC2)=O)=O)C=CC1